Ethyl 4-(2-(benzyloxy) phenyl)-2,4-dioxobutyrate C(C1=CC=CC=C1)OC1=C(C=CC=C1)C(CC(C(=O)OCC)=O)=O